N1=CNC2=NC=C(C=C21)CNC(=O)[C@@H]2CC[C@H]1N2C([C@H](CCCC1)NC(=O)C1=CC2=C(S1)C=CC(=C2)CP(O)(O)=O)=O ((2-(((3S,6S,10aS)-3-(((3H-imidazo[4,5-b]pyridin-6-yl)methyl)carbamoyl)-5-oxodecahydropyrrolo[1,2-a]azocin-6-yl)carbamoyl)benzo[b]thiophen-5-yl)methyl)phosphonic acid